ClC=1C=CC(=C(CN2C[C@@H](CC2)CNC)C1)OCC (S)-1-(1-(5-chloro-2-ethoxybenzyl)pyrrolidin-3-yl)-N-methylmethanamine